2'-methyl-cytidine C[C@@]1([C@@H](O[C@@H]([C@H]1O)CO)N1C(=O)N=C(N)C=C1)O